3-(3-chloro-4-methoxyphenyl)propionic acid methyl ester COC(CCC1=CC(=C(C=C1)OC)Cl)=O